(S)-2-(1-methyl-1H-pyrazol-4-yl)-N-(2-methyl-5-(2-(3-methylpyrrolidin-1-yl)acetamido)pyridin-3-yl)-1H-pyrrolo[2,3-b]pyridine-5-carboxamide CN1N=CC(=C1)C1=CC=2C(=NC=C(C2)C(=O)NC=2C(=NC=C(C2)NC(CN2C[C@H](CC2)C)=O)C)N1